2-((4-((6-((4-chloro-2-fluorobenzyl)oxy)-5-fluoropyridin-2-yl)oxy)piperidin-1-yl)methyl)-1-((1-ethyl-1H-imidazol-5-yl)methyl)-1H-benzo[d]imidazole-6-carboxylic acid ClC1=CC(=C(COC2=C(C=CC(=N2)OC2CCN(CC2)CC2=NC3=C(N2CC2=CN=CN2CC)C=C(C=C3)C(=O)O)F)C=C1)F